FC=1C=C(C=CC1)CNC(=O)C=1C(N(C2=CC(=CC=C2C1OC)C(F)(F)F)C)=O N-[(3-Fluorophenyl)-methyl]-4-methoxy-1-methyl-2-oxo-7-(trifluoromethyl)-1H-quinoline-3-carboxylic acid amide